C(=O)=C1N=CC=C2N1C=CC=C2N2N=CC(=C2C(F)(F)F)C(=O)OCC Ethyl 1-(1-carbonyl-1H-pyrido[1,2-c]pyrimidin-5-yl)-5-(trifluoromethyl)-1H-pyrazole-4-carboxylate